C(C)(=O)C1=C(C(=NN1C1=CC=C(C=C1)OC(F)F)C)C(=O)O 5-acetyl-1-(4-(difluoromethoxy)phenyl)-3-methyl-1H-pyrazole-4-carboxylic acid